(5-bromopyridin-2-yl)-4,4-difluorovaleramide BrC=1C=CC(=NC1)C(C(=O)N)CC(C)(F)F